ClC1=CC=C(C(=O)N[C@@H](C(NC2=CC=C(C=C2)B2OC(C(O2)(C)C)(C)C)=O)C)C=C1 (R)-4-chloro-N-(1-oxo-1-((4-(4,4,5,5-tetramethyl-1,3,2-dioxaborolan-2-yl)phenyl)amino)propan-2-yl)benzamide